CC1=C(C=CC=C1C1=NC(=NO1)C=1C=C(C=O)C=CC1)C1=CC=CC=C1 3-(5-(2-methyl-[1,1'-biphenyl]-3-yl)-1,2,4-oxadiazol-3-yl)benzaldehyde